C(CCC(=O)OC=CCCCCCC)(=O)O hydrogen octenyl butanedioate